methoxy-N,N-dimethylpropanamide COC(C(=O)N(C)C)C